(2S,4R)-4-[(4-chlorophenyl)-methoxy]pyrrolidine-2-carboxylic acid ClC1=CC=C(C=C1)CO[C@@H]1C[C@H](NC1)C(=O)O